(R)-N-(2-(1-(3-chloro-4-((3,5-difluoropyridin-2-yl)methoxy-d2)-5',6-dimethyl-2-carbonyl-2H-[1,4'-Bipyridyl]-2'-yl)-1H-pyrazol-3-yl)propan-2-yl)acetamide ClC=1C(N(C(=CC1OC([2H])([2H])C1=NC=C(C=C1F)F)C)C1=CC(=NC=C1C)N1N=C(C=C1)C(C)(C)NC(C)=O)=C=O